1,3,5-tris(3-mercaptobutoxyethyl)-1,3,5-triazine SC(CCOCCN1CN(CN(C1)CCOCCC(C)S)CCOCCC(C)S)C